FC=1C(=CC(=NC1)OC)C(C(=O)N1C[C@@]2(NC3=NC(=C(C=C3CC2)C2=NC=CC=N2)C)CC1)C 2-(5-fluoro-2-methoxypyridin-4-yl)-1-((S)-7'-methyl-6'-(pyrimidin-2-yl)-3',4'-dihydro-1'H-spiro[pyrrolidine-3,2'-[1,8]naphthyridin]-1-yl)propan-1-one